B(O)(O)C=1C=C(C(=O)N[C@@H]2[C@H](CCCC2)N(CC(=O)O)C(C2=CC(=C(C=C2)F)B(O)O)=O)C=CC1F N-((1S,2S)-2-(3-borono-4-fluorobenzamido)cyclohexyl)-N-(3-borono-4-fluorobenzoyl)glycine